4-(4-fluoro-3-(3-(isopropylamino)azetidine-1-carbonyl)benzyl)phthalazin-1(2H)-one FC1=C(C=C(CC2=NNC(C3=CC=CC=C23)=O)C=C1)C(=O)N1CC(C1)NC(C)C